C(C)(C)(C)OC(=O)N1C(CC2(CC1)OCC(C1=C2SC(=C1)C(F)(F)F)O)C 4-hydroxy-2'-methyl-2-(trifluoromethyl)spiro[4,5-dihydrothieno[2,3-C]pyran-7,4'-piperidine]-1'-carboxylic acid tert-butyl ester